5-allyloxy-m-phenylenebis(iminohydroxybenzoic acid) C(C=C)OC=1C=C(C=C(C1)N=C1C(C(C(=O)O)=CC=C1)O)N=C1C(C(C(=O)O)=CC=C1)O